(4-((1-(5-amino-3-(difluoromethyl)-2-fluorophenyl)ethyl)amino)-6-((2-methoxyethyl)amino)-2-Methylquinazolin-7-yl)(morpholino)methanone NC=1C=C(C(=C(C1)C(C)NC1=NC(=NC2=CC(=C(C=C12)NCCOC)C(=O)N1CCOCC1)C)F)C(F)F